methyl 2-amino-4-bromo-5-methoxy-benzoate NC1=C(C(=O)OC)C=C(C(=C1)Br)OC